COC1=CC=C(C=C1)C(OC[C@H](CN1C(NC(C=C1)=O)=O)O[P@]1O[C@@H]([C@H]2N1CCC2)CS(=O)(=O)C2=CC=CC=C2)(C2=CC=CC=C2)C2=CC=C(C=C2)OC 1-((S)-3-(bis(4-methoxyphenyl)(phenyl)methoxy)-2-(((1S,3S,3aS)-3-((phenylsulfonyl)methyl)tetrahydro-1H,3H-pyrrolo[1,2-c][1,3,2]oxazaphosphol-1-yl)oxy)propyl)pyrimidine-2,4(1H,3H)-dione